(R)-2-methyl-N-((R)-1-(10-methyl-8-oxo-5,8-dihydro-6H-isoquinolino[3,2-f][1,6]naphthyridin-12-yl)ethyl)propane-2-sulfinamide CC(C)(C)[S@@](=O)N[C@H](C)C=1C=2C=C3C=4C=CC=NC4CCN3C(C2C=C(C1)C)=O